ClC=1C=C(C=C(C1)C1=CC(=CC=C1)C1=CC=CC=C1)C=1C2=CC=CC=C2C(=C2C=CC=CC12)C1=CC=CC=C1 9-(5-chloro-[1,1':3',1''-terphenyl]-3-yl)-10-phenylanthracene